(1S,2R,3S)-N-(7-chloro-6-(1-((3S,4S)-4-hydroxy-3-methyltetrahydrofuran-3-yl)piperidin-4-yl)isoquinolin-3-yl)-2-methyl-6-oxaspiro[2.5]octane-1-carboxamide ClC1=C(C=C2C=C(N=CC2=C1)NC(=O)[C@H]1[C@H](C12CCOCC2)C)C2CCN(CC2)[C@]2(COC[C@H]2O)C